N-(5-(3-(3,3-difluorocyclobutyl)-1,2,4-oxadiazol-5-yl)-2-methylphenyl)-7-((2-hydroxyethoxy)methyl)imidazo[1,2-a]pyridine-3-carboxamide FC1(CC(C1)C1=NOC(=N1)C=1C=CC(=C(C1)NC(=O)C1=CN=C2N1C=CC(=C2)COCCO)C)F